C(C1=CC=CC=C1)OC=1C(=NC=C(C1)OC)[N+](=O)[O-] 3-(benzyloxy)-5-methoxy-2-nitropyridine